ClC=1C=C(C=CC1F)NC(N([C@H](C)C1=CN=C(C2=CC=CC=C12)OCC1=NN(C=N1)C(C1=CC=CC=C1)(C1=CC=CC=C1)C1=CC=CC=C1)CCCO)=O |r| Racemic-3-(3-chloro-4-fluorophenyl)-1-(3-hydroxypropyl)-1-(1-(1-((1-trityl-1H-1,2,4-triazol-3-yl)methoxy)isoquinolin-4-yl)ethyl)urea